3-[7-(3,5-Dimethylisoxazol-4-yl)-2-oxo-1,2,4,5-tetrahydroimidazo[1,5,4-de][1,4]benzoxazin-4-yl]pyridine-2-carbonitrile CC1=NOC(=C1C1=CC=C2C=3N(C(COC31)C=3C(=NC=CC3)C#N)C(N2)=O)C